C1(CCCCC1)N1N=C(C(=C1)C1=NN=C(S1)C=1C=NN2C1N=C(C=C2)N2CCOCC2)C(F)F 4-(3-(5-(1-cyclohexyl-3-(difluoromethyl)-1H-pyrazol-4-yl)-1,3,4-thiadiazol-2-yl)pyrazolo[1,5-a]pyrimidin-5-yl)morpholine